(S or R)-2-(4,4-dichloro-3-methylpiperidin-1-yl)-N-(2-sulfamoylpyridin-4-yl)-5-(trifluoro-methyl)nicotinamide ClC1([C@H](CN(CC1)C1=C(C(=O)NC2=CC(=NC=C2)S(N)(=O)=O)C=C(C=N1)C(F)(F)F)C)Cl |o1:2|